C(C)(C)(C)N1CC(C(CC1)=O)F Tert-butyl-3-fluoro-4-piperidone